4-[1-(2,6-dioxo-3-piperidyl)-3-methyl-2-oxo-benzimidazol-5-yl]butanoic acid O=C1NC(CCC1N1C(N(C2=C1C=CC(=C2)CCCC(=O)O)C)=O)=O